[N].N1CCOCC1 morpholine nitrogen